2-(difluoromethoxy)-6-methylpyridine-3-carbonitrile FC(OC1=NC(=CC=C1C#N)C)F